ClC=1C=C(C=CC1)C=1SC(=CN1)C(=O)N[C@H](C(N[C@H](C(O)C=1SC=CN1)CCC(F)(F)F)=O)CCC(C)O 2-(3-chlorophenyl)-N-((2S)-5-hydroxy-1-oxo-1-(((2S)-5,5,5-trifluoro-1-hydroxyl-(thiazol-2-yl)pentan-2-yl)amino)hexan-2-yl)thiazole-5-carboxamide